FC1CCN(CC1)C(=O)C=1C=NN2C1C=CC=C2C2=CC=C1CNC(C1=C2)=O 6-(3-(4-fluoropiperidine-1-carbonyl)pyrazolo[1,5-a]pyridin-7-yl)isoindolin-1-one